3-((2-(dimethylamino)ethyl)amino)-N-(3-(1-methyl-6-(trifluoromethyl)-1H-benzo[d]imidazol-5-yl)phenyl)-4-nitrobenzamide CN(CCNC=1C=C(C(=O)NC2=CC(=CC=C2)C2=CC3=C(N(C=N3)C)C=C2C(F)(F)F)C=CC1[N+](=O)[O-])C